COC1=CC(=C(N)C=C1)OC(F)(F)F 4-methoxy-2-(trifluoromethoxy)aniline